C(C)(C)(C)C=1C=CC=2NC3=CC=CC=C3C2C1 (1E)-(3-tert-butyl-9H-carbazole)